6,7-dihydro-5H-cyclopenta[b]pyridine-7-thiol N1=C2C(=CC=C1)CCC2S